[I-].C(CCC)N(C1=CC=C(/C=C/C2=CCN(C=C2)C)C=C1)CCCC trans-4-[4-(dibutylamino)styryl]-1-methyl-pyridine iodide